(4-bromo-2,5-dihexylphenyl)boronic acid BrC1=CC(=C(C=C1CCCCCC)B(O)O)CCCCCC